[4-(4-Fluoro-3-methyl-phenyl)-sulfonylmorpholin-2-yl]-N-(2-hydroxyethyl)-benzothiophen-2-carboxamid FC1=C(C=C(C=C1)S(=O)(=O)N1CC(OCC1)C1=C(SC2=C1C=CC=C2)C(=O)NCCO)C